(2S,3S)-2-nonylchromane-3,5,7-triol C(CCCCCCCC)[C@@H]1OC=2C=C(C=C(C2C[C@@H]1O)O)O